(S)-2-(2-(2-methylazetidin-1-yl)-6,7-dihydro-5H-cyclopenta[d]pyrimidin-4-yl)benzo[d]thiazole-6-carboxamide C[C@@H]1N(CC1)C=1N=C(C2=C(N1)CCC2)C=2SC1=C(N2)C=CC(=C1)C(=O)N